4-sec-pentyl (4-tert-pentylcyclohexyl)cyclopentyl fumarate C(\C=C\C(=O)OC(C)CCC)(=O)OC1(CCCC1)C1CCC(CC1)C(C)(C)CC